di(1,4-dimethylpentyl)p-phenylenediamine CC(CCC(C)C)NC1=CC=C(C=C1)NC(CCC(C)C)C